CN1C(=NC2=C(C=C(C=C2C1=O)C)S(=O)(=O)Cl)N1CCCCC1 3,6-dimethyl-4-oxo-2-(1-piperidyl)quinazoline-8-sulfonyl chloride